ClC1=C(C(=C2N1CCN(C2)C(=O)NC2CCCCC2)C(=O)N)C2=CC=CC=C2 6-chloro-N2-cyclohexyl-7-phenyl-3,4-dihydropyrrolo[1,2-a]pyrazine-2,8(1H)-dicarboxamide